CC1=C(C(OC2=CC=C(C=C12)OC1OCCCC1)C1=CC=C(C=C1)\C=C/CN1C(C2=CC=CC=C2C1=O)=O)C1=CC(=CC=C1)OC1OCCCC1 2-[(Z)-3-(4-{4-methyl-6-(tetrahydropyran-2-yloxy)-3-[3-(tetrahydropyran-2-yloxy)phenyl]-2H-chromen-2-yl}phenyl)allyl]isoindole-1,3-dione